C(C)S(=O)(=O)N1CCN(CCC1)C(CN1C(=CC2=C(C(=CC=C12)CN1CCC2(CN(C2)C2=NC=NC3=CC=C(C=C23)CC(F)(F)F)CC1)C)C#N)C 1-[2-(4-Ethylsulfonyl-1,4-diazepan-1-yl)propyl]-4-methyl-5-[[2-[6-(2,2,2-trifluoroethyl)quinazolin-4-yl]-2,7-diazaspiro[3.5]nonan-7-yl]methyl]indole-2-carbonitrile